ClC=1C=C(C(=NC1)N1CCC(CC1)OCC)NS(=O)(=O)C=1C=CC2=C(SC(=C2OC)C(=O)NO)C1 6-(N-(5-chloro-2-(4-ethoxypiperidin-1-yl)pyridin-3-yl)sulfamoyl)-N-hydroxy-3-methoxybenzo[b]thiophene-2-carboxamide